hydroxy-4-isooctoxybenzophenone OC1=C(C(=O)C2=CC=CC=C2)C=CC(=C1)OCCCCCC(C)C